N,N'-bis-formyl-N,N'-bis(2,2,6,6-tetramethyl-4-piperidyl)hexa-methylenediamine C(=O)N(CCCCCCN(C1CC(NC(C1)(C)C)(C)C)C=O)C1CC(NC(C1)(C)C)(C)C